methacrylamidomethyltriethoxysilane C(C(=C)C)(=O)NC[Si](OCC)(OCC)OCC